(R)-1-(2,5-dimethoxyphenyl)-2-((3-fluoro-5-methylbenzyl)amino)ethan-1-ol hydrochloride Cl.COC1=C(C=C(C=C1)OC)[C@H](CNCC1=CC(=CC(=C1)C)F)O